amino-5-(pyridin-4-yl)-[1,1'-biphenyl]-3-carboxamide NC1=C(C=C(C=C1C(=O)N)C1=CC=NC=C1)C1=CC=CC=C1